N-(4-((4-((7-(2,2,2-trifluoroethyl)quinazolin-4-yl)amino)piperidin-1-yl)methyl)phenyl)ethanesulfonamide FC(CC1=CC=C2C(=NC=NC2=C1)NC1CCN(CC1)CC1=CC=C(C=C1)NS(=O)(=O)CC)(F)F